COCCN(C=1N=C(C=2N=C(N=C(C2N1)N1CC(N(CC1)C)=O)N(CC1=CC(=C(C(=C1)OC)OC)OC)CCOC)N1CCC(CC1)OC)CCOC 4-(6-(bis(2-methoxyethyl)amino)-2-((2-methoxyethyl)(3,4,5-trimethoxybenzyl)amino)-8-(4-methoxypiperidin-1-yl)pyrimido[5,4-d]pyrimidin-4-yl)-1-methylpiperazin-2-one